5,5'-(6,22-dioxo-l-1,14,17-trioxa-7,21-diazaheptacosane-1,27-diyl)bis(3,8-diamino-6-phenylphenanthridin-5-ium) iodide [I-].O=C(CCCCO[N+]1=C2C=C(C=CC2=C2C=CC(=CC2=C1C1=CC=CC=C1)N)N)NCCCCCCOCCOCCCNC(CCCCC[N+]1=C2C=C(C=CC2=C2C=CC(=CC2=C1C1=CC=CC=C1)N)N)=O.[I-]